N1-(7H-purin-6-yl)ethane-1,2-diamine N1=CN=C2N=CNC2=C1NCCN